FC(C1=NC(=NO1)C1=CC=C(C=C1)P(OCC)(=O)Cl)(F)F ethyl (4-(5-(trifluoromethyl)-1,2,4-oxadiazol-3-yl)phenyl)phosphonochloridate